N-Boc-L-tryptophanol C(=O)(OC(C)(C)C)N[C@@H](CC1=CNC2=CC=CC=C12)CO